2-Ethylsulfanyl-N-[(3-fluorophenyl)-methyl]-6-[(4-fluorophenyl)-methylamino]-4-methyl-pyridine-3-carboxylic acid amide C(C)SC1=NC(=CC(=C1C(=O)NCC1=CC(=CC=C1)F)C)N(C)C1=CC=C(C=C1)F